FC(C(=O)O)(F)F.NCCN(C1=C(C=C(C=C1)NC1=NC=2N(C(=C1)NC1CC1)N=CC2C#N)C[S@](=O)C)C |r| (±)-5-((4-((2-Aminoethyl)(methyl)amino)-3-((methylsulfinyl)methyl)phenyl)amino)-7-(cyclopropylamino)pyrazolo[1,5-a]pyrimidine-3-carbonitrile monotrifluoroacetic acid salt